COC=1C=C(C=CC1OC)C1=NN2C(=NC=3C=CC=CC3C2=N1)NC=1C(N=CC=CC1)=O (3R)-3-{[2-(3,4-dimethoxyphenyl)[1,2,4]triazolo[1,5-c]quinazolin-5-yl]amino}azepin-2-one